[Si](C)(C)(C(C)(C)C)O[C@H]1C[C@H](N(C1)C(=O)OC(C)(C)C)C(NC=1C=C2CC(CC2=C(C1)F)C=O)=O tert-Butyl (2S,4S)-4-[tert-butyl(dimethyl)silyl]oxy-2-[(7-fluoro-2-formyl-indan-5-yl)carbamoyl]pyrrolidine-1-carboxylate